C1(CCCC1)CCC(=O)O.OC1=C(C=C(C(=C1)O)C1=CC(=CC=C1)C(C)C)C1=C(C(=NO1)C(=O)NCC)C1=CC=C(C=C1)CN1CC(NCC1)=O 5-(4,6-dihydroxy-3'-isopropyl-[1,1'-biphenyl]-3-yl)-N-ethyl-4-(4-((3-oxopiperazin-1-yl)methyl)phenyl)isoxazole-3-carboxamide cyclopentanepropionate